NC1=C2N(C(N(C2=NC=N1)[C@H]1[C@@H](CN(CC1)C1CCN(CC1)CC#CC=1C=C2CN(C(C2=CC1)=O)C1C(NC(CC1)=O)=O)F)=O)C1=CC=C(C=C1)OC1=CC=CC=C1 3-(5-{3-[(3R,4R)-4-[6-amino-8-oxo-7-(4-phenoxyphenyl)purin-9-yl]-3-fluoro-[1,4'-bipiperidin]-1'-yl]prop-1-yn-1-yl}-1-oxo-3H-isoindol-2-yl)piperidine-2,6-dione